3-(4-chloro-2-fluoro-6-methoxyphenyl)-4-methyl-7-((R)-1-methylpiperidin-3-yl)-7H-imidazo[4,5-c]pyridazine ClC1=CC(=C(C(=C1)OC)C1=C(C2=C(N=N1)N(C=N2)[C@H]2CN(CCC2)C)C)F